C(C)(C)(C)OC(=O)N(C1(CC1)C(=O)OC)CCCC(=O)OCC methyl 1-((tert-butoxycarbonyl)-(4-ethoxy-4-oxobutyl)amino)cyclopropane-1-carboxylate